(3-{[2-(4-Chlorophenyl)imidazo[1,2-a]pyridin-3-yl]methyl}-3,8-diazabicyclo[3.2.1]oct-8-yl)(thiomorpholin-4-yl)methanon ClC1=CC=C(C=C1)C=1N=C2N(C=CC=C2)C1CN1CC2CCC(C1)N2C(=O)N2CCSCC2